6-(4-chlorophenyl)-N-(2,3-dihydroxypropyl)-3-oxo-2-(pyridin-3-yl)-2,3-dihydropyridazine-4-carboxamide ClC1=CC=C(C=C1)C=1C=C(C(N(N1)C=1C=NC=CC1)=O)C(=O)NCC(CO)O